ClC=1C(=C(C#N)C=CC1Cl)C 3,4-dichloro-2-methylbenzonitrile